ethyl 3,7-dichloropyrazolo[1,5-a]pyrimidine-5-carboxylate ClC=1C=NN2C1N=C(C=C2Cl)C(=O)OCC